NCCSSC1=C(C(=O)N)C=CC=N1 2-((2-aminoethyl)disulfanyl)nicotinamide